((3R,5R)-3-amino-5-fluoropiperidin-1-yl)(2-(6-(cyclopropylmethyl)-2-(trifluoromethyl)-6H-furo[2,3-b]pyrrol-5-yl)-7-methoxy-1-methyl-1H-benzo[d]imidazol-5-yl)methanone N[C@H]1CN(C[C@@H](C1)F)C(=O)C1=CC2=C(N(C(=N2)C2=CC3=C(N2CC2CC2)OC(=C3)C(F)(F)F)C)C(=C1)OC